C(C)(C)(C)C1=NOC(=N1)C(=O)N[C@@H]1CCCCC2=C1C=CC(=C2)C2=CC(=NC=C2)NC(=O)[C@@H]2[C@@H](C2)C(F)(F)F 3-(tert-butyl)-N-((R)-2-(2-((1S,2R)-2-(trifluoromethyl)cyclopropane-1-carboxamido)pyridin-4-yl)-6,7,8,9-tetrahydro-5H-benzo[7]annulen-5-yl)-1,2,4-oxadiazole-5-carboxamide